C(CCCCCCCCCCCCCCCCCC)C1=CC=NC=C1 4-nonadecylpyridine